CC1=NN=C(S1)CCC(=O)O 3-(5-methyl-1,3,4-thiadiazol-2-yl)propionic acid